CC1(OB(OC1(C)C)C=1C=CC=2N(C1)C(NN2)=O)C 6-(4,4,5,5-tetramethyl-1,3,2-dioxaborolan-2-yl)-[1,2,4]triazolo[4,3-a]pyridin-3(2H)-one